(R)-10-((5-chloro-2-((R)-4,4-difluoro-3-methylpiperidin-1-yl)pyrimidin-4-yl)amino)-2-cyclopropyl-7-methyl-1,2,3,4-tetrahydro-[1,4]oxazepino[2,3-c]quinolin ClC=1C(=NC(=NC1)N1C[C@H](C(CC1)(F)F)C)NC1=CC=2C3=C(CN(C2C=C1)C)OCC[C@@H](N3)C3CC3